C1(CCCCC1)NC(C1=CC=C(C=C1)NC1=NC(=NC=C1F)NC1=CC=C(C=C1)C(NN1CCC(CC1)CCN1CCN(CC1)C1=CC=C(C=C1)C1C(NC(CC1)=O)=O)=O)=O N-cyclohexyl-4-((2-((4-((4-(2-(4-(4-(2,6-dioxopiperidin-3-yl)phenyl)piperazin-1-yl)ethyl)piperidin-1-yl)carbamoyl)phenyl)amino)-5-fluoropyrimidin-4-yl)amino)benzamide